O=C1N(CCCC1)C=1C=C(C=CC1)S(=O)(=O)Cl 3-(2-oxopiperidin-1-yl)benzenesulfonyl chloride